5-(4-((2-(3-ethylureido)-5-(trifluoromethyl)pyridin-4-yl)methyl)piperazin-1-yl)-N-methylpicolinamide C(C)NC(NC1=NC=C(C(=C1)CN1CCN(CC1)C=1C=CC(=NC1)C(=O)NC)C(F)(F)F)=O